amino-9-((2R,3R,5S)-3-hydroxy-5-(hydroxymethyl)tetrahydrofuran-2-yl)-7-(4-(trifluoromethyl)benzyl)-7,9-dihydro-1H-purine-6,8-dione NN1C=NC=2N(C(N(C2C1=O)CC1=CC=C(C=C1)C(F)(F)F)=O)[C@@H]1O[C@@H](C[C@H]1O)CO